(2S,4r)-1-[(2S)-2-[4-(2,6-dichlorophenyl)triazol-1-yl]-3,3-dimethyl-butyryl]-4-hydroxy-N-methyl-pyrrolidine-2-carboxamide ClC1=C(C(=CC=C1)Cl)C=1N=NN(C1)[C@H](C(=O)N1[C@@H](C[C@H](C1)O)C(=O)NC)C(C)(C)C